C(C)N1C(=NC2=CC(=C(C=C2C1=O)F)OC)[C@@H](CCC)N1CCN(CCC1)C (R)-3-ethyl-6-fluoro-7-methoxy-2-(1-(4-methyl-1,4-diazepan-1-yl)butyl)quinazolin-4(3H)-one